ClC=1C=CC2=C(C=NN(B2O)C(=O)C=2SC=CC2OC)C1 (6-chloro-1-hydroxy-2,3,1-benzo-diazaborinin-2-yl)-(3-methoxy-2-thienyl)methanone